tert-Butyl (R)-4-((2-(3-((3,3-difluorocyclobutyl)amino)-4-(methoxycarbonyl)phenyl)-4-(2,2-difluoroethyl)piperazin-1-yl)methyl)-5-methoxy-7-methyl-1H-indole-1-carboxylate FC1(CC(C1)NC=1C=C(C=CC1C(=O)OC)[C@H]1N(CCN(C1)CC(F)F)CC1=C2C=CN(C2=C(C=C1OC)C)C(=O)OC(C)(C)C)F